C(C)(C)(C)OC(=O)N=S(=O)(C1=CC=C(C=C1)C)N1[C@@H](CCC1)C(=O)OC methyl (N-(tert-butoxycarbonyl)-4-methyl phenylsulfonimidoyl)-L-prolinate